CN(C(=O)C1=NC(=NC=C1C1=C(C2=C(NC(=N2)[C@@H](NC(OC(C)(C)C)=O)C2CCC(CC2)C)C=C1)F)C)C tert-Butyl N-[(S)-{5-[4-(dimethylcarbamoyl)-2-methylpyrimidin-5-yl]-4-fluoro-1H-benzimidazol-2-yl}(4-methylcyclohexyl)methyl]carbamate